[2-[[4-[(4-Benzyloxyphenyl)methyl]-5-oxo-1,2,4-triazol-1-yl]methyl]-3,3-difluoro-allyl]carbamic acid tert-butyl ester C(C)(C)(C)OC(NCC(=C(F)F)CN1N=CN(C1=O)CC1=CC=C(C=C1)OCC1=CC=CC=C1)=O